(R)-2-chloro-6-cyclopropyl-9-(1-(2,4-dichlorophenyl)ethyl)-9H-purine ClC1=NC(=C2N=CN(C2=N1)[C@H](C)C1=C(C=C(C=C1)Cl)Cl)C1CC1